3-{(3S,5aR,6R,7R,8aS)-7-hydroxy-6-[(1E,3R)-3-hydroxy-4-phenoxy-1-buten-1-yl]octahydro-2H-cyclopenta[b]oxepin-3-yl}benzoic acid O[C@H]1[C@@H]([C@@H]2[C@@H](OC[C@@H](CC2)C=2C=C(C(=O)O)C=CC2)C1)\C=C\[C@H](COC1=CC=CC=C1)O